C(CCCC)SC1=CC=C(C=C1)C(CCN1CCCCC1)=O 1-(4-(pentylthio)phenyl)-3-(piperidin-1-yl)propan-1-one